C1(=CC=CC=2C(=CC=CC12)C(=O)[O-])C(=O)[O-].[Fe+2].NC1=C(C(=O)NC2CCOCC2)C=C(C=N1)C=1C=C2CCC(C2=CC1)N1CCN(CC1)C1COC1 2-amino-5-(1-(4-(oxetan-3-yl)piperazin-1-yl)-2,3-dihydro-1H-inden-5-yl)-N-(tetrahydro-2H-pyran-4-yl)nicotinamide iron 1,5-naphthalenedicarboxylate